NC1=NC=2C=CC(=CC2C2=C1CCCO2)C(=O)O 5-Amino-3,4-dihydro-2H-pyrano[3,2-c]quinoline-9-carboxylic acid